ClC1=C(C=2CCCCC2C(=C1Cl)Cl)C(=O)O 2,3,4-trichloro-5,6,7,8-tetrahydro-1-naphthoic acid